4-(1,3-oxazol-5-yl)benzene-1,2-diamine O1C=NC=C1C=1C=C(C(=CC1)N)N